(S)-4-ethoxy-6-(1-(5-(1-(2-hydroxyethyl)-3-methyl-1H-pyrazol-4-yl)-7-((2-methyl-1H-imidazol-1-yl)methyl)-1-oxo-3,4-dihydroisoquinolin-2(1H)-yl)ethyl)nicotinonitrile C(C)OC1=CC(=NC=C1C#N)[C@H](C)N1C(C2=CC(=CC(=C2CC1)C=1C(=NN(C1)CCO)C)CN1C(=NC=C1)C)=O